C(C)(C)(C)C1=CC=C(C=C1)NC1CC(C(CC1)N)C N1-(4-(tert-butyl)phenyl)-3-methylcyclohexane-1,4-diamine